C(C1=CC=C(C(=O)OCC(CCCC)CC)C=C1)(=O)OCCCCCC hexyl (2-ethylhexyl) terephthalate